ClC1=C(C=NNC1=O)N1C[C@@H](CC1)OC1=NC=CC(=C1)C1=C(C=C(C=C1)NS(=O)(=O)C1CC1)C (R)-N-(4-(2-((1-(5-chloro-6-oxo-1,6-dihydropyridazin-4-yl)pyrrolidin-3-yl)oxy)pyridin-4-yl)-3-methylphenyl)cyclopropane-sulfonamide